N-(4-(4-amino-3-(3-chloro-5-fluoro-4-((5-fluoro-4-methylpyrimidin-2-yl)oxy)phenyl)-7-cyano-1-methyl-1H-pyrrolo[3,2-c]pyridin-2-yl)phenyl)acrylamide NC1=NC=C(C2=C1C(=C(N2C)C2=CC=C(C=C2)NC(C=C)=O)C2=CC(=C(C(=C2)F)OC2=NC=C(C(=N2)C)F)Cl)C#N